N[C@H]1CN(CCC1)C1=C2C(=NC=C1)N(C(=N2)C2=CC(=C(C#N)C=C2)F)C2=C(C=C(C=C2F)N2CCCC2)F (R)-4-(7-(3-aminopiperidin-1-yl)-3-(2,6-difluoro-4-(pyrrolidin-1-yl)phenyl)-3H-imidazo[4,5-b]pyridin-2-yl)-2-fluorobenzonitrile